(R)-1-(2-(1-(6-(1H-pyrazol-4-yl)pyrrolo[2,1-f][1,2,4]triazin-4-yl)-1,2,3,6-tetrahydropyridin-4-yl)pyrimidin-5-yl)-1-(2,4-difluorophenyl)ethan-1-amine N1N=CC(=C1)C=1C=C2C(=NC=NN2C1)N1CCC(=CC1)C1=NC=C(C=N1)[C@@](C)(N)C1=C(C=C(C=C1)F)F